C1(CC1)NC(NC1=NC=CC(=C1)CN1CCN(CC1)C=1C=CC(=NC1C(F)(F)F)C(=O)NC)=O 5-(4-((2-(3-cyclopropylureido)pyridin-4-yl)methyl)piperazin-1-yl)-N-methyl-6-(trifluoromethyl)picolinamide